3-(5-(5-(4-Chlorophenyl)-1-methyl-1H-1,2,4-triazol-3-yl)-1-oxoisoindolin-2-yl)piperidine-2,6-dione ClC1=CC=C(C=C1)C1=NC(=NN1C)C=1C=C2CN(C(C2=CC1)=O)C1C(NC(CC1)=O)=O